N-[2-(2-Methyl-5-Hydroxy-1H-indol-3-yl)ethyl]acetamide CC=1NC2=CC=C(C=C2C1CCNC(C)=O)O